C(C)(C)(C)C=1C=C(C=C(C1O)N1N=C2C(=N1)C=CC(=C2)Cl)CCC(=O)OC methyl 3-[3-tert-butyl-5-(5-chloro-benzotriazol-2-yl)-4-hydroxy-phenyl]propanoate